3-(2-butyryl-5,7-dichloroquinolin-4-yl)-1,1-diphenylurea C(CCC)(=O)C1=NC2=CC(=CC(=C2C(=C1)NC(N(C1=CC=CC=C1)C1=CC=CC=C1)=O)Cl)Cl